C(C)(C)(C)OC(=O)N1CC2=CN=CC=C2CC1 1,2,3,4-tetrahydro-2,7-naphthyridine-2-carboxylic acid tert-butyl ester